N-((1r,3R)-3-(3-methoxyphenyl)cyclobutyl)-N-methyl-6-oxo-7-oxa-5-azaspiro[3.4]octane-2-carboxamide COC=1C=C(C=CC1)C1CC(C1)N(C(=O)C1CC2(C1)NC(OC2)=O)C